C(C)(=O)NC=1N=C2N(N=C(C=C2)C=2C=C(C(=NC2C)C)C(=O)NCC2=C(C=CC(=C2)F)OCC(F)(F)F)C1 5-{2-acetamidoimidazo[1,2-b]pyridazin-6-yl}-N-{[5-fluoro-2-(2,2,2-trifluoroethoxy)phenyl]methyl}-2,6-dimethylpyridine-3-carboxamide